(2-((1-((2-aminoethyl)amino)-1-oxo-3-phenylpropan-2-yl)carbamoyl)-4-bromophenyl)-2-naphthamide NCCNC(C(CC1=CC=CC=C1)NC(=O)C1=C(C=CC(=C1)Br)C1=C(C=CC2=CC=CC=C12)C(=O)N)=O